C(CCCCCCC)C(C(=O)[O-])C(O)(C(=O)[O-])CC(=O)[O-].[NH4+].[NH4+].[NH4+] ammonium octylcitrate